3-(2,6-bis(benzyloxy)pyridin-3-yl)-6-bromo-1-methyl-1,3-dihydro-2H-imidazo[4,5-b]pyridin-2-one C(C1=CC=CC=C1)OC1=NC(=CC=C1N1C(N(C=2C1=NC=C(C2)Br)C)=O)OCC2=CC=CC=C2